diaminopropyl-2-methylcyclohexane-1,3-diamine NC(CCC1(C(C(CCC1)N)C)N)N